(2R,4S)-1-[(2S)-5-chloro-1,2,3,4-tetrahydronaphthalen-2-yl]-4-[(4-methanesulfonylphenoxy)methyl]-2-methylpyrrolidine ClC1=C2CC[C@@H](CC2=CC=C1)N1[C@@H](C[C@@H](C1)COC1=CC=C(C=C1)S(=O)(=O)C)C